methyl-(2-(methylamino)ethyl)carbamic acid CN(C(O)=O)CCNC